NC=1C=2N(C=CN1)C(=NC2C=2C(=C(C=CC2)NS(=O)(=O)C2=C(C(=CC(=C2)Cl)COC)Cl)F)C N-(3-(8-amino-3-methylimidazo[1,5-a]pyrazin-1-yl)-2-fluorophenyl)-2,5-dichloro-3-(methoxymethyl)benzenesulfonamide